C(#N)[C@H](C[C@H]1C(NCCC1)=O)NC(=O)[C@@H]1N([C@@H]2CC([C@H]1CC2)(F)F)C([C@@H](CC2CCC2)NC(C(F)(F)F)=O)=O (1S,3R,4S)-N-[(1S)-1-cyano-2-[(3S)-2-oxo-3-piperidyl]ethyl]-2-[(2R)-3-cyclobutyl-2-[(2,2,2-trifluoroacetyl)amino]propanoyl]-5,5-difluoro-2-azabicyclo[2.2.2]octane-3-carboxamide